N-(3-(2-chloro-5-fluorophenyl)-3-hydroxy-2-(4-methoxybenzyl)-1-oxo-2,3-dihydro-1H-pyrrolo[3,4-f]quinolin-4-yl)-3-fluoro-5-(trifluoromethyl)benzamide ClC1=C(C=C(C=C1)F)C1(N(C(C2=C3C=CC=NC3=CC(=C21)NC(C2=CC(=CC(=C2)C(F)(F)F)F)=O)=O)CC2=CC=C(C=C2)OC)O